BrCC=1C(=NOC1C1=CC=C(C=N1)O[C@@H]1C[C@H](CCC1)C(=O)OC(C)C)C Isopropyl (1S,3S)-3-((6-(4-(bromomethyl)-3-methylisoxazol-5-yl)pyridin-3-yl) Oxy)cyclohexane-1-carboxylate